N,N'-dimethyltrimethylenediamine CNCCCNC